ClC=1C=C(C=CC1)C#CC=1N=CN2C1CNCC2 [2-(3-chlorophenyl)ethynyl]-5,6,7,8-tetrahydroimidazo[1,5-a]pyrazine